ClC1=C(C=C(OCC(=O)NC23CC(C2)(C3)NC=3C=2N(C=CN3)N=C(C2)C)C=C1)F 2-(4-chloro-3-fluorophenoxy)-N-{3-[(2-methylpyrazolo[1,5-a]pyrazin-4-yl)amino]bicyclo[1.1.1]pent-1-yl}acetamide